FC(C1=NNC2=C1CN(CC2)C(=O)OC(C)(C)C)(F)F tert-butyl 3-(trifluoromethyl)-1,4,6,7-tetrahydropyrazolo[4,3-c]pyridine-5-carboxylate